ClC1=CC(=C(OCC=2C=C(C=NC2)S(=O)(=O)NCCC(=O)OC)C=C1OCC1=C(C(=CC=C1)C1=CC2=C(OCCO2)C=C1)C)C=O Methyl 3-(5-((4-chloro-5-((3-(2,3-dihydrobenzo[b][1,4]dioxin-6-yl)-2-methylbenzyl)oxy)-2-formylphenoxy)methyl)pyridine-3-sulfonamido)propanoate